C1(CCCCC1)C(CO)(CO)C 2-cyclohexyl-2-methyl-1,3-propanediol